4-cyano-2,3-dihydrobenzofuran-7-yl-2,8-dimethyl-5-(2,2,2-trifluoroethoxy)-1,4-dihydro-1,6-naphthyridine-3-carboxylate C(#N)C1=CC=C(C2=C1CCO2)OC(=O)C2=C(NC1=C(C=NC(=C1C2)OCC(F)(F)F)C)C